FC1=C(C(=CC=C1)C)C=1C=C(C=2C=C(N=CC2C1)N)NC[C@@H]1CNCC1 7-(2-fluoro-6-methyl-phenyl)-N5-[[(3S)-pyrrolidin-3-yl]methyl]isoquinoline-3,5-diamine